CC1=C(N=C(N1)C)C=C methyl-vinyl-methylimidazole